BrCC1=CN=C(S1)C(C)C1C(CCCC1)=O 1-(5-(bromomethyl)thiazol-2-yl)ethylcyclohexanone